4-{2-[5-Chloro-2-(5-methoxychinolin-8-sulfonamido)phenyl]ethynyl}isochinolin ClC=1C=CC(=C(C1)C#CC1=CN=CC2=CC=CC=C12)NS(=O)(=O)C=1C=CC(=C2C=CC=NC12)OC